4-[5-(4-fluorophenyl)-3-(trifluoromethyl)-1H-pyrazol-1-yl]benzenesulfonamide bis[(3-ethyl-3-oxetanyl)methyl]1,4-benzenedicarboxylate C(C)C1(COC1)COC(=O)C1=CC=C(C=C1)C(=O)OCC1(COC1)CC.FC1=CC=C(C=C1)C1=CC(=NN1C1=CC=C(C=C1)S(=O)(=O)N)C(F)(F)F